BrCC1=C(C(=O)OC)C=C(C=C1C(F)(F)F)CN1CC(OCC1)CC methyl 2-(bromomethyl)-5-[(2-ethylmorpholin-4-yl)methyl]-3-(trifluoromethyl)benzoate